ClC=1C=C(C=C(C1)S(=O)(=O)C)NC(=O)C1=CN(C(=C1)C1=NC=C(C=C1F)C(F)(F)F)C N-(3-chloro-5-(methylsulfonyl)phenyl)-5-(3-fluoro-5-(trifluoromethyl)pyridin-2-yl)-1-methyl-1H-pyrrole-3-carboxamide